CC(C(=O)N1[C@@H](CN[C@H](C1)C1=CC=CC=C1)C)(C)C 2,2-dimethyl-1-((2R,5S)-2-methyl-5-phenylpiperazin-1-yl)propan-1-one